FC=1C=C(C=C(C1OC(F)(F)F)F)C(C)NCCCCOCCOC1=NC2=C(C3=CN=CC=C13)C=CC(=C2)C(=O)O 5-(2-(4-((1-(3,5-Difluoro-4-(trifluoromethoxy)phenyl)ethyl)amino)butoxy)ethoxy)benzo[c][2,6]naphthyridine-8-carboxylic acid